5-amino-2,4-dimethyl-indazole-6-carboxylic acid NC1=C(C2=CN(N=C2C=C1C(=O)O)C)C